C(C)(=O)ON=C(C1=C(C=CC=C1)C)C=1C=C2C=3C=C(C=CC3N(C2=CC1)CC)C(C)C(=O)C(C)C=1C=CC=2N(C3=CC=C(C=C3C2C1)C(C1=C(C=CC=C1)C)=O)CC (1-[9-ethyl-6-(2-methylbenzoyl)-9H-carbazol-3-yl])Ethyl ketone-O-acetyl oxime